((2,4-dioxo-1,3-diazaspiro[4.4]nonane-7-yl)methyl)thiazole-5-sulfonamide O=C1NC2(C(N1)=O)CC(CC2)CC=2SC(=CN2)S(=O)(=O)N